C(C)N1C(=CC2=CC(=CC=C12)CNCC(C)C)C#CCNC1=CC=CC=C1 N-[3-(1-ethyl-5-{[(2-methylpropyl)amino]methyl}-1H-indol-2-yl)prop-2-yn-1-yl]aniline